OCCOC1=C(C2=CC(=CC=C2C=C1)C1=CC2=CC=CC=C2C=C1)C1=C(C=CC2=CC=C(C=C12)C1=CC2=CC=CC=C2C=C1)OCCO 2,2'-bis(2-hydroxyethoxy)-7,7'-di-2-naphthyl-1,1'-binaphthyl